C(CCC)C1=C(C=C(C=2C(C3=C(C=CC(=C3C(C12)=O)CCCC)CCCC)=O)CCCC)N 1,4,5,8-tetrabutyl-amino-anthraquinone